2-oxo-2-(pentylamino)ethyl acrylate C(C=C)(=O)OCC(NCCCCC)=O